C(C)(C)(C)OC([C@@H](NC)C(C)C)=O N-methyl-L-valine tert-butyl ester